(S)-1-(2-(dimethylamino)-1-(4-methoxyphenyl)ethyl)cyclohexanol phenyl-(3-methylthio-1,2,4-thiadiazol-5-yl)carbamate C1(=CC=CC=C1)N(C(=O)OC1(CCCCC1)[C@H](CN(C)C)C1=CC=C(C=C1)OC)C1=NC(=NS1)SC